8-[(2S,5R)-4-[(2-ethoxypyridin-3-yl)(4-fluorophenyl)methyl]-2,5-dimethylpiperazin-1-yl]-5-methyl-6-oxo-5,6-dihydro-1,5-naphthyridine-2-carbonitrile C(C)OC1=NC=CC=C1C(N1C[C@@H](N(C[C@H]1C)C1=CC(N(C=2C=CC(=NC12)C#N)C)=O)C)C1=CC=C(C=C1)F